N-(4-(4-(((2S)-1-(2-fluoroisonicotinoyl)-2-methylpiperidin-4-yl)amino)phenyl)-1H-pyrrolo[2,3-b]pyridin-6-yl)cyclopropylcarboxamide FC=1C=C(C(=O)N2[C@H](CC(CC2)NC2=CC=C(C=C2)C2=C3C(=NC(=C2)NC(=O)C2CC2)NC=C3)C)C=CN1